5-(methylamino)-6-(3-methylimidazo[4,5-c]pyridin-7-yl)-3-[[6-(morpholinomethyl)-3-pyridinyl]amino]pyrazine-2-carboxamide formate salt C(=O)O.CNC=1N=C(C(=NC1C=1C2=C(C=NC1)N(C=N2)C)C(=O)N)NC=2C=NC(=CC2)CN2CCOCC2